C(N)(O[C@H]1[C@H](O[C@@H]([C@@H]([C@@H]1N1N=NC(=C1)C1=CC(=C(C(=C1)F)F)F)O)CO)CC1=NOC2(C1)CCCCC2)=O (2R,3R,4S,5R,6R)-2-((1-oxa-2-azaspiro[4.5]dec-2-en-3-yl)methyl)-5-hydroxy-6-(hydroxymethyl)-4-(4-(3,4,5-trifluorophenyl)-1H-1,2,3-triazol-1-yl)tetrahydro-2H-pyran-3-yl carbamate